FC1=C(C=CC=C1)N(C([C@@H](C)OC1=CC=C(C=C1)O)=O)C (R)-2-(4-hydroxyphenoxy)propionic acid-N-(2-fluorophenyl)-methylamide